C(C1=CC=CC=C1)N(CC(OC)OC)CC(CO[Si](C(C)C)(C(C)C)C(C)C)O 5-benzyl-3-methoxy-11-methyl-10,10-bis(propan-2-yl)-2,9-dioxa-5-aza-10-siladodecane-7-ol